2-chloro-5-{[(2,2-dimethylpropionyl)amino]methyl}-N-[1-(2,4,6-trimethylbenzyl)-1H-indazol-4-yl]benzamide ClC1=C(C(=O)NC2=C3C=NN(C3=CC=C2)CC2=C(C=C(C=C2C)C)C)C=C(C=C1)CNC(C(C)(C)C)=O